C1(CC1)NC1=NC(=NN1C1=CC=C(C=C1)OC(F)(F)F)C1=CC=C(C=O)C=C1 4-[5-(Cyclopropylamino)-1-[4-(trifluoromethoxy)phenyl]-1,2,4-triazol-3-yl]benzaldehyde